diethyleneglycol phenyl ether C1(=CC=CC=C1)OCCOCCO